2-chloro-4-((1R,5S)-6,6-difluoro-3-azabicyclo[3.1.0]hexan-3-yl)-6,7-dimethylpteridine ClC1=NC2=NC(=C(N=C2C(=N1)N1C[C@@H]2C([C@@H]2C1)(F)F)C)C